Tristriethylsilyl phosphite P(O[Si](CC)(CC)CC)(O[Si](CC)(CC)CC)O[Si](CC)(CC)CC